4-amino-N-((5-bromopyridin-2-yl)methyl)-7-chloro-N,1-dimethyl-1H-pyrazolo[4,3-c]quinoline-8-carboxamide NC1=NC=2C=C(C(=CC2C2=C1C=NN2C)C(=O)N(C)CC2=NC=C(C=C2)Br)Cl